C(C)(C)(C)OC(=O)N1C[C@@H](N(CC1)C(=O)C=1C=C(C(=C2C=CNC12)Br)F)CCOS(=O)(=O)C (S)-4-(4-bromo-5-fluoro-1H-indole-7-carbonyl)-3-(2-((methylsulfonyl)oxy)ethyl)piperazine-1-carboxylic acid tert-butyl ester